1H-pyrazol-4-yl-quinoxaline methyl-(4S)-4,5-diamino-5-oxo-pentanoate Di-n-octyl-4-chlorophthalat C(CCCCCCC)OC(C=1C(C(=O)OCCCCCCCC)=CC(=CC1)Cl)=O.COC(CC[C@@H](C(=O)N)N)=O.N1N=CC(=C1)C1=NC2=CC=CC=C2N=C1